CC=1C=CC=2N(C3=CC=C(C=C3C2C1)C)CCCCCC(=O)O [4-(3,6-dimethyl-9H-carbazole-9-yl)butyl]acetic acid